ethane-1,2-diyl-dicarbamate C(CNC([O-])=O)NC([O-])=O